[W](=S)=S Tungsten disulphide